ClC1=C(C=C2C(=C(N(C2=C1)C=1C=NN(C1)CCC)CC)C(=O)NC1=CC=C(C(=O)O)C=C1)OC 4-(6-chloro-2-ethyl-5-methoxy-1-(1-propyl-1H-pyrazol-4-yl)-1H-indole-3-carboxamido)benzoic acid